N-((R)-1-((3S,4S)-3,4-dihydroxy-pyrrolidin-1-yl)propan-2-yl)-7-oxo-7H-benzo[h]pyrido[2,1-b]quinazoline-12-carboxamide hydrochloride Cl.O[C@H]1CN(C[C@@H]1O)C[C@@H](C)NC(=O)C1=CC=CN2C1=NC=1C3=C(C=CC1C2=O)C=CC=C3